C(C)(C)(C)OC1=CC=C(C=C1)C1=CC=CN2C1=NS(CC2)(=O)=O 9-(4-tert-butoxyphenyl)-3,4-dihydropyrido[2,1-c][1,2,4]thiadiazine 2,2-dioxide